FC1(CN(CC[C@H]1NC1=NN2C(C(=N1)OC([2H])([2H])[2H])=C(C=C2)C=2C=CC1=C(N(N=N1)CC(F)F)C2)C2(COC2)C)F (R)-N-(3,3-difluoro-1-(3-methyloxetan-3-yl)piperidin-4-yl)-5-(1-(2,2-difluoroethyl)-1H-benzo[d][1,2,3]triazol-6-yl)-4-(methoxy-d3)pyrrolo[2,1-f][1,2,4]triazin-2-amine